Cl.COC=1C(=CC2=CN(N=C2C1)C)C(=O)NC1=NC=C(C=C1)N1CCNCC1 6-methoxy-2-methyl-N-(5-(piperazin-1-yl)pyridin-2-yl)-2H-indazole-5-carboxamide HCl Salt